4-[[1-(oxetan-3-yl)-4-piperidyl]oxy]benzene-1,2-diamine O1CC(C1)N1CCC(CC1)OC=1C=C(C(=CC1)N)N